6-[4-[(R)-(1-Methyl-2-oxo-4-pyridyl)-phenylmethyl]piperidin-1-carbonyl]-4H-1,4-benzoxazin-3-on CN1C(C=C(C=C1)[C@H](C1CCN(CC1)C(=O)C=1C=CC2=C(NC(CO2)=O)C1)C1=CC=CC=C1)=O